(10R)-7-amino-12-fluoro-2,10,16-trimethyl-15-oxo-10,15,16,17-tetrahydro-2H-4,8-methenopyrazolo[4,3-h][2,5,11]benzoxadiazacyclotetradecine-3-carbonitrile NC1=C2O[C@@H](C3=C(C(N(CC=4C(C(C=N1)=C2)=C(N(N4)C)C#N)C)=O)C=CC(=C3)F)C